The molecule is an L-alpha-amino acid zwitterion obtained by transfer of a proton from the carboxy to the amino group of L-2-amino-3-oxobutanoic acid. It is the major microspecies at pH 7.3 (according to Marvin v 6.2.0.). It is a conjugate acid of a L-2-amino-3-oxobutanoate. It is a tautomer of a L-2-amino-3-oxobutanoic acid. CC(=O)[C@@H](C(=O)[O-])[NH3+]